2-amino-N-(4-((4-amino-2-butyl-1H-imidazo[4,5-c]quinolin-1-yl)methyl)phenyl)acetamide NCC(=O)NC1=CC=C(C=C1)CN1C(=NC=2C(=NC=3C=CC=CC3C21)N)CCCC